C1(CCCCC1)COC=1C=C(C=CC1)B(O)O 3-(CYCLOHEXYLMETHOXY)PHENYLBORONIC ACID